COC=1C=C(OC2=CC=C(C=C2)\C=C/2\C(=C(C3=CC=CC=C23)CCC2=NN=NN2)C)C=CC1 5-{2-[(1Z)-1-{[4-(3-methoxyphenoxy)phenyl]methylene}-2-methyl-1H-inden-3-yl]ethyl}-1H-1,2,3,4-tetrazole